C([C@H]1CO1)OCCC[Si](OC)(OC)OC r-glycidoxypropyltrimethoxysilane